2-octyldecyl neopentanoate C(C(C)(C)C)(=O)OCC(CCCCCCCC)CCCCCCCC